6-chloro-N-[5-(difluoromethoxy)-4,6-dimethoxy-pyrimidin-2-yl]-1H-pyrrolo[2,3-b]pyridine-3-sulfonamide ClC1=CC=C2C(=N1)NC=C2S(=O)(=O)NC2=NC(=C(C(=N2)OC)OC(F)F)OC